1-([1,1'-biphenyl]-4-yl)-6-(6-((1-methylpyrrolidin-3-yl)methoxy)pyridin-3-yl)-1H-benzo[d]imidazole C1(=CC=C(C=C1)N1C=NC2=C1C=C(C=C2)C=2C=NC(=CC2)OCC2CN(CC2)C)C2=CC=CC=C2